C(C)(C)(C)OC(=O)N1C[C@H]([C@@H](C1)NC)O (3R,4R)-3-hydroxy-4-(methylamino)pyrrolidine-1-carboxylic acid tert-butyl ester